N-(2-Methyl-5-(9-(4-(methylsulfonamido)phenyl)-2-oxobenzo[h][1,6]naphthyridin-1(2H)-yl)phenyl)acrylamide CC1=C(C=C(C=C1)N1C(C=CC2=CN=C3C(=C12)C=C(C=C3)C3=CC=C(C=C3)NS(=O)(=O)C)=O)NC(C=C)=O